1-(3-(5-(3-hydroxynaphthalen-1-yl)benzofuran-2-yl)azetidin-1-yl)prop-2-en-1-one OC=1C=C(C2=CC=CC=C2C1)C=1C=CC2=C(C=C(O2)C2CN(C2)C(C=C)=O)C1